methyl (R)-2-((2-((3-bromo-2-methylphenyl)carbamoyl)-4,5,6,7-tetrahydropyrazolo[1,5-a]pyridin-4-yl)amino)-2-methylpropanoate BrC=1C(=C(C=CC1)NC(=O)C1=NN2C([C@@H](CCC2)NC(C(=O)OC)(C)C)=C1)C